3-[2-(4-acetyl-piperazin-1-yl)-4-methyl-pyrimidin-5-yl]-8-dimethylamino-8-phenyl-1,3-diazaspiro[4.5]decan-2-one C(C)(=O)N1CCN(CC1)C1=NC=C(C(=N1)C)N1C(NC2(C1)CCC(CC2)(C2=CC=CC=C2)N(C)C)=O